8-(4-methoxyphenyl)-3H-benzo[d]naphtho[1,2-b]azepine COC1=CC=C(C=C1)C1=CC=CC=2C=3C(=NC=CC21)C2=CCC=CC2=CC3